2-methoxy-5-(1,4-dioxaspiro[4.5]decan-7-yl)benzoic acid COC1=C(C(=O)O)C=C(C=C1)C1CC2(OCCO2)CCC1